tert-butyl 3-chloro-2-(difluoromethyl)-4-methyl-5,7-dihydro-6H-pyrrolo[3,4-b]pyridine-6-carboxylate ClC=1C(=C2C(=NC1C(F)F)CN(C2)C(=O)OC(C)(C)C)C